(+-)-5-Octyl-dihydro-2(3H)-furanone C(CCCCCCC)[C@@H]1CCC(O1)=O |r|